4,4'-((ethene-1,1-diylbis(oxy))bis(methylene))bis(2,2-dimethyl-1,3-dioxolane) C(=C)(OCC1OC(OC1)(C)C)OCC1OC(OC1)(C)C